CN(C1CN(CCC1)C(C=C)=O)C1=NC(=CC(=C1)CN1CCOCC1)NC=1SC(=CN1)C 1-(3-(methyl-(6-((5-methylthiazol-2-yl)amino)-4-(morpholinomethyl)pyridin-2-yl)amino)piperidin-1-yl)prop-2-en-1-one